OC(=O)C(F)(F)F.N1CC(C1)COC1=C2C=NNC2=CC(=C1)C1=CC=C(C=C1)O 4-(4-(azetidin-3-ylmethoxy)-1H-indazol-6-yl)phenol TFA salt